[Ni].C(C)(CC)C1=CC=CC=C1.C(C)(CC)C1=CC=CC=C1 bis(secbutylbenzene) nickel